C1(CC1)S(=O)(=O)N1CCC(CC1)NC=1C2=C(N=C(N1)NC1=CC=C(C=C1)N1CCN(CC1)C)NC=C2C(=O)C2=CC=C(C=C2)F (4-((1-(cyclopropylsulfonyl)piperidin-4-yl)amino)-2-((4-(4-methylpiperazine-1-yl)phenyl)amino)-7H-pyrrolo[2,3-d]pyrimidin-5-yl)(4-fluorophenyl)methanone